6-bromo-1-((6-chloro-5-(hydroxymethyl)-2-(methylthio)pyrimidin-4-yl)methyl)-3-methyl-2,3-dihydro-1H-inden-1-ol BrC1=CC=C2C(CC(C2=C1)(O)CC1=NC(=NC(=C1CO)Cl)SC)C